hydroxy-5-methyl-Triazole OC=1N=NNC1C